FC1=C(COC2=CC=3C[C@@H]4[C@H](C3C=C2)[C@H]4C(=O)O)C=C(C=C1)C=1C(=NC(=CC1)OCCCN1C(CCC1)=O)C (1S,1aS,6aR)-4-((2-fluoro-5-(2-methyl-6-(3-(2-oxopyrrolidin-1-yl)propoxy)pyridin-3-yl)benzyl)oxy)-1,1a,6,6a-tetrahydrocyclopropa[a]indene-1-carboxylic acid